acetic acid 2-((1-(6-((2-amino-2-oxo-1-phenylethyl) thio)-3,5-dicyano-4-ethylpyridin-2-yl) azetidin-3-yl) amino)-2-oxoethyl ester NC(C(C1=CC=CC=C1)SC1=C(C(=C(C(=N1)N1CC(C1)NC(COC(C)=O)=O)C#N)CC)C#N)=O